14-(3-(tetrahydro-2H-pyran-4-yl)ureido)tetradecanoic acid O1CCC(CC1)NC(NCCCCCCCCCCCCCC(=O)O)=O